4-((2,4-Difluorophenyl)ethynyl)-N-((4-methyltetrahydro-2H-pyran-4-yl)methyl)benzamide FC1=C(C=CC(=C1)F)C#CC1=CC=C(C(=O)NCC2(CCOCC2)C)C=C1